N,N-di-methyl-1-(octyloxy)-3-({8-[(1S,2S)-2-{[(1R,2R)-2-pentylcyclopropyl]-methyl}cyclopropyl]octyl}oxy)propan-2-amine CN(C(COCCCCCCCC)COCCCCCCCC[C@@H]1[C@@H](C1)C[C@@H]1[C@@H](C1)CCCCC)C